(S)-quinuclidin-3-yl (6-fluoro-5-(3-isopropoxyphenyl)-2,2-dimethyl-2,3-dihydro-1H-inden-1-yl)carbamat FC1=C(C=C2CC(C(C2=C1)NC(O[C@@H]1CN2CCC1CC2)=O)(C)C)C2=CC(=CC=C2)OC(C)C